CN1N=C2C=CC(=CC2=C1)C=1N=C2N(C(C1)=O)C=C(C=C2)C=2CCN(CC2)C 2-(2-methyl-2H-indazol-5-yl)-7-(1-methyl-1,2,3,6-tetrahydropyridin-4-yl)-4H-pyrido[1,2-a]pyrimidin-4-one